ClC1=C(C2=C(C=N1)C=CN2CC)OC 6-Chloro-1-ethyl-7-methoxy-1H-pyrrolo[3,2-c]pyridine